C12(CC(C1)C2)NC(O[C@@H]2[C@@H](C[C@@H](C2)C2=NN(C(=C2)NC(=O)OCC2=CC=CC=C2)C(C)(C)C)C)=O |r| rac-(1S,2R,4S)-4-(5-(((benzyloxy)carbonyl)amino)-1-(tert-butyl)-1H-pyrazol-3-yl)-2-methylcyclopentyl bicyclo[1.1.1]pentan-1-ylcarbamate